OC(C(=O)OO)(CCCCC(C)(C)C)C(CCC)(C)C.O(C1=CC=CC=C1)P1(=NP(=NP(=N1)(F)OC1=CC=CC=C1)(F)OC1=CC=CC=C1)F triphenoxytrifluorocyclotriphosphazene hydroxy-1,1-dimethylbutyl-peroxyneodecanoate